FC1=CC(=C(C=C1)N1CCNCC1)OC 1-(4-fluoro-2-methoxyphenyl)piperazine